C=1(C(=CC(=C(C1)C#N)C#N)C#N)C#N 1,2,4,5-benzenetetranitrile